COC=1C=C2C(=NC(=NC2=CC1OC)C)NC(C)C=1SC(=CC1)C=1N(C2=CC=CC=C2C1)C 6,7-dimethoxy-2-methyl-N-{1-[5-(1-methyl-1H-indol-2-yl)thiophen-2-yl]ethyl}quinazolin-4-amine